(NE)-N-[[(2S)-3,4-dihydro-2H-pyran-2-yl]methylene]-2-methyl-propane-2-sulfinamide O1[C@@H](CCC=C1)\C=N\S(=O)C(C)(C)C